C1(=CC=CC=C1)C=1N=CC(=NC1)N[C@H](C(=O)O)CCN(CCCCC1=NC=2NCCCC2C=C1)CCOC1=NC=CC=C1 (S)-2-((5-phenylpyrazin-2-yl)amino)-4-((2-(pyridin-2-yloxy)ethyl)(4-(5,6,7,8-tetrahydro-1,8-naphthyridin-2-yl)butyl)amino)butanoic acid